tert-butyl (2-(4-(azidomethyl)phenoxy)ethyl)carbamate N(=[N+]=[N-])CC1=CC=C(OCCNC(OC(C)(C)C)=O)C=C1